(2S,3R,4R,5R,6R)-3,4,5-trihydroxy-6-(hydroxymethyl)tetrahydro-2H-pyran-2-carbonitrile O[C@H]1[C@@H](O[C@@H]([C@@H]([C@@H]1O)O)CO)C#N